ClC=1C(=CC(=NC1)NC1CCN(CC1)CC=1C=C2CN(C(C2=CC1F)=O)C1C(NC(CC1)=O)=O)C1=NC(=CC=C1)NCC1CCOCC1 4-(((5'-chloro-2'-((1-((2-(2,6-dioxopiperidin-3-yl)-6-fluoro-1-oxoisoIndoline-5-yl)methyl)piperidin-4-yl)amino)-[2,4'-bipyridyl]-6-yl)amino)methyl)tetrahydro-2H-pyran